2-(3-chlorophenyl)-2,2-difluoro-1-phenylethyl ((2S)-1-(((2S)-4-(cyclopropylamino)-3-hydroxy-4-oxo-1-(2-oxo-1,2-dihydropyridin-3-yl) butan-2-yl)amino)-1-oxohexan-2-yl)carbamate C1(CC1)NC(C([C@H](CC=1C(NC=CC1)=O)NC([C@H](CCCC)NC(OC(C(F)(F)C1=CC(=CC=C1)Cl)C1=CC=CC=C1)=O)=O)O)=O